1-{[3-(methylsulfanyl)tricyclo[3.3.1.13,7]dec-1-yl]methyl}-1H-pyrazole CSC12CC3(CC(CC(C1)C3)C2)CN2N=CC=C2